C1(=CC=C(C=C1)B1OCCO1)C 2-(p-tolyl)-1,3,2-dioxaborolane